BrC1=CC=C(C=2SC(=C(C21)C2=NC1=C(N2)C=CC(=C1)C(N)=O)C(=O)O)F 4-bromo-3-(5-carbamoyl-1H-benzo[d]imidazol-2-yl)-7-fluoro-benzo[b]thiophene-2-carboxylic acid